tert-butyl ((1R,2R)-1-(4-fluoro-5-formyl-1-((2-(trimethylsilyl)ethoxy)methyl)-1H-benzo[d]imidazol-2-yl)-2-(((R)-1,1,1-trifluoropropan-2-yl)oxy)propyl)carbamate FC1=C(C=CC=2N(C(=NC21)[C@H]([C@@H](C)O[C@@H](C(F)(F)F)C)NC(OC(C)(C)C)=O)COCC[Si](C)(C)C)C=O